ClC1(C(C1)C1=CC=C(OC(C(=O)O)(C)C)C=C1)Cl 2-[4-(2,2-dichloro-cyclopropyl)phenoxy]-2-methylpropanoic acid